(S)-1-((4-chloro-6-morpholinopyrimidin-2-yl)amino)propan-2-ol ClC1=NC(=NC(=C1)N1CCOCC1)NC[C@H](C)O